phenyl cinnamate C(C=CC1=CC=CC=C1)(=O)OC1=CC=CC=C1